CC=1C=NC(=NC1)C=1C(=C(C=CC1)NC1=NCN(C=C1)C)OC 4-((3-(5-methylpyrimidin-2-yl)-2-methoxyphenyl)amino)-N-methylpyrimidine